C(C)(C)(C)N1N=CC(=C1)C=1C=C(C=2C=CC=NC2C1)O 7-(1-tert-butylpyrazol-4-yl)quinolin-5-ol